6-[2-(cyclopropanecarbonylamino)-1,3-benzothiazol-7-yl]-4-(5-phosphono-2-furyl)-1,3-benzodioxole-2-carboxylic acid C1(CC1)C(=O)NC=1SC2=C(N1)C=CC=C2C=2C=C(C1=C(OC(O1)C(=O)O)C2)C=2OC(=CC2)P(=O)(O)O